(S)-N-(1-(6-(3-Methoxytetrahydrofuran-3-yl)-4-methylpyridin-2-yl)-3-methyl-1H-pyrazolo[4,3-c]pyridine-6-yl)acetamide CO[C@]1(COCC1)C1=CC(=CC(=N1)N1N=C(C=2C=NC(=CC21)NC(C)=O)C)C